COC=1C(=NC=CN1)C(=O)OC methyl 3-methoxypyrazine-2-carboxylate